C[C@H](CCC(=O)O[C@H]1[C@@H]([C@H]([C@@H]([C@H](O1)C(=O)[O-])O)O)O)[C@H]2CC[C@@H]3[C@@]2(CC[C@H]4[C@H]3[C@@H](C[C@H]5[C@@]4(CC[C@H](C5)O)C)O)C The molecule is a steroid glucuronide anion that is the conjugate base of chenodeoxycholic acid 24-O-(beta-D-glucuronide) arising from deprotonation of the carboxylic acid function; major species at pH 7.3. It is a steroid glucosiduronic acid anion, a beta-D-glucosiduronate and a monocarboxylic acid anion. It is a conjugate base of a chenodeoxycholic acid 24-O-(beta-D-glucuronide).